N-methyl-2-((1-methyl-6-nitro-2-oxo-1,2-dihydroquinolin-3-yl)oxy)acetamide dioxino[2,3-b]pyridine-7-carboxylate O1C=COC2=NC=C(C=C21)C(=O)O.CNC(COC=2C(N(C1=CC=C(C=C1C2)[N+](=O)[O-])C)=O)=O